1-undecyl-4-propylpyridinium cyanide [C-]#N.C(CCCCCCCCCC)[N+]1=CC=C(C=C1)CCC